titanium tetrakis(ethylmethylamide) C(C)[N-]C.C(C)[N-]C.C(C)[N-]C.C(C)[N-]C.[Ti+4]